C(#N)C=1C=C(OC=2C=CC(=C(C2)NC(=O)C2N(C(CC2)=O)C)OC)C=CC1F N-(5-(3-Cyano-4-fluorophenoxy)-2-methoxyphenyl)-1-methyl-5-oxopyrrolidine-2-carboxamide